(S)-(3-chloro-1-methyl-1H-1,2,4-triazol-5-yl)(4-(pyrazolo[1,5-a]pyridin-2-yl)-6,7-dihydro-1H-imidazo[4,5-c]pyridin-5(4H)-yl)methanone ClC1=NN(C(=N1)C(=O)N1[C@@H](C2=C(CC1)NC=N2)C2=NN1C(C=CC=C1)=C2)C